tert-butyl (((6-cyclohexyl-4-methylpyridin-1(2H)-yl) oxy) methyl) hydrogen phosphate P(=O)(OC(C)(C)C)(OCON1CC=C(C=C1C1CCCCC1)C)O